ClC=1C=NN(C(C1Cl)=O)CC(=O)NC=1C=CC(=C(C1)S(=O)(=O)N[C@H](C(=O)N)CC)C (S)-2-(5-(2-(4,5-dichloro-6-oxopyridazin-1(6H)-yl)acetamido)-2-methylphenylsulfonamido)butanamide